(R)-6-chloro-7-(2-(((3-chloropyridin-2-yl)oxy)methyl)pyrrolidin-1-yl)-1-(5-(methylamino)pyrazin-2-yl)-4-oxo-1,4-dihydroquinoline-3-carboxylic acid ClC=1C=C2C(C(=CN(C2=CC1N1[C@H](CCC1)COC1=NC=CC=C1Cl)C1=NC=C(N=C1)NC)C(=O)O)=O